2-(1-adamantyl)-N-(4-oxo-7-phenylthieno[2,3-d]pyridazin-5(4H)-yl)acetamide C12(CC3CC(CC(C1)C3)C2)CC(=O)NN2N=C(C3=C(C2=O)C=CS3)C3=CC=CC=C3